CC1=CC=C(C=C1)S(=O)(=O)O.[C@H]12CNC[C@@H]2C1C1=CC=CC(=N1)OCC1=C(C=C(C#N)C=C1)F 4-(((6-((1R,5S,6r)-3-azabicyclo[3.1.0]hexan-6-yl)pyridin-2-yl)oxy)methyl)-3-fluorobenzonitrile para-toluensulfonate